C([2H])([2H])([2H])N1N=C(C(=C1)[N+](=O)[O-])O[C@@H]1COC[C@H]1O[Si](C1=CC=CC=C1)(C1=CC=CC=C1)C(C)(C)C (methyl-d3)-3-(((3R,4R)-4-((tert-butyldiphenylsilyl)oxy)tetrahydrofuran-3-yl)oxy)-4-nitro-1H-pyrazole